1-ethylmethyl ether C(C)COCCC